2-((trans-4-((3-(1-Cyclopropyl-1H-pyrazol-4-yl)phenyl)((trans-4-(4-methoxy-3-methylphenyl) cyclohexyl)methyl) carbamoyl)cyclohexyl)amino)-2-oxoethyl methylcarbamate CNC(OCC(=O)N[C@@H]1CC[C@H](CC1)C(N(C[C@@H]1CC[C@H](CC1)C1=CC(=C(C=C1)OC)C)C1=CC(=CC=C1)C=1C=NN(C1)C1CC1)=O)=O